O1CC(=CC=2COC=3C=CC=CC3C21)C(=O)[O-] 5H-pyrano[3,2-c]chromene-3-carboxylate